CN1C(N2C3=C1C=NC1=CC=C(C(=C31)OCC23CCC3)C=3C=NC(=CC3)OCCCN3CCCCC3)=O 2-methyl-7-(6-(3-(Piperidin-1-yl)propoxy)pyridin-3-yl)-2,9-dihydro-1H-spiro[8-oxa-2,4,10a-triazaNaphtho[2,1,8-cde]azulene-10,1'-cyclobutane]-1-one